NCC1=NN(C2=CC=C(C=C12)C[C@H](C(=O)OC(C)(C)C)[C@@H]1CN(CC1)C(=O)OC(C)(C)C)COCC[Si](C)(C)C Tert-butyl (R)-3-((S)-3-(3-(aminomethyl)-1-((2-(trimethylsilyl)ethoxy)methyl)-1H-indazol-5-yl)-1-(tert-butoxy)-1-oxopropan-2-yl)pyrrolidine-1-carboxylate